C(C1=CC=CC=C1)NC1=NC=NC2=CC=CC=C12 N-benzyl-quinazoline-4-amine